OC1C[C@H]2CCC[C@@H](C1)N2C(=O)OC(C)(C)C endo-tert-butyl (1R,3r,5S)-3-hydroxy-9-azabicyclo[3.3.1]nonane-9-carboxylate